NC1=C(C=C(C=N1)NC(C(=O)N1[C@H](CC[C@@H](C1)C)C=1C=NC(=CC1)NC)=O)CC N-(6-amino-5-ethyl-3-pyridyl)-2-[(2R,5S)-5-methyl-2-[6-(methylamino)-3-pyridyl]-1-piperidyl]-2-oxo-acetamide